4-trimethylammoniobutanoate C[N+](CCCC(=O)[O-])(C)C